N1(CCC1)C1=CC2=C(C=C(O2)C(=O)NS(=O)(=O)C=2C(=NC=C(C2)C)Cl)C(=C1)F 6-(Azetidin-1-yl)-N-(2-chloro-5-methylpyridine-3-sulfonyl)-4-fluoro-1-benzofuran-2-carboxamide